3-(difluoromethyl)cyclopentanone FC(C1CC(CC1)=O)F